methyl difluoroethyl ether FC(COC)F